2-[1-(3-fluorophenyl)-1H-pyrazol-4-yl]-N-propyl-N-[(3R)-pyrrolidin-3-yl]-1,3-thiazole-4-carboxamide FC=1C=C(C=CC1)N1N=CC(=C1)C=1SC=C(N1)C(=O)N([C@H]1CNCC1)CCC